(S)-1-(2,6-difluoro-4-(2-(methylsulfonylamino)ethoxy)benzyl)-3,4-dimethyl-2-oxo-N-(2,4,6-trifluorobenzyl)-1,2,3,4-tetrahydroquinazoline-7-carboxamide FC1=C(CN2C(N([C@H](C3=CC=C(C=C23)C(=O)NCC2=C(C=C(C=C2F)F)F)C)C)=O)C(=CC(=C1)OCCNS(=O)(=O)C)F